3-(4,6-difluoro-1-oxo-5-(1-((1-phenyl-1H-pyrazol-5-yl)methyl)piperidin-4-yl)isoindolin-2-yl)piperidine-2,6-dione FC1=C2CN(C(C2=CC(=C1C1CCN(CC1)CC1=CC=NN1C1=CC=CC=C1)F)=O)C1C(NC(CC1)=O)=O